(S)-N,N,2-trimethylpiperazine-1-carboxamide TFA salt OC(=O)C(F)(F)F.CN(C(=O)N1[C@H](CNCC1)C)C